O(C1=CC=CC=C1)C(=O)NC1=CC=C(C=C1)C1=CC(=CC=C1)C(=O)OC methyl 4'-((phenoxycarbonyl)amino)-[1,1'-biphenyl]-3-carboxylate